CN(C(\C=C/C(=O)OCC)=O)C=1C=C2C(=NC1)N(C=C2)C ethyl (Z)-4-(methyl (1-methyl-1H-pyrrolo[2,3-b]pyridin-5-yl) amino)-4-oxobut-2-enoate